FC(CN1N=CC=2C1=NC(=CN2)N2CCC1(CCN(C1=O)C1=NC(=NC=C1)C(F)(F)F)CC2)F 8-(1-(2,2-difluoroethyl)-1H-pyrazolo[3,4-b]pyrazin-6-yl)-2-(2-(trifluoromethyl)pyrimidin-4-yl)-2,8-diazaspiro[4.5]decan-1-one